ClC1=C(C=CC=C1)C1C(CCC1)=O 2-(2-chlorophenyl)cyclopentanone